C(C)(C)(C)OC(NC=1SC=C(N1)CC(N1CCN(CC1)C1=CC=CC=C1)=O)=O {4-[2-oxo-2-(4-phenylpiperazin-1-yl)ethyl]-1,3-thiazol-2-yl}carbamic acid tert-butyl ester